Naphthodiazepine C1=CC=C2C(=C1)C=CC3=C2C=CC=NN3